2-(1-acryloyl-4-(6-chloro-7-(2-fluorophenyl)quinazolin-4-yl)piperazin-2-yl)acetonitrile C(C=C)(=O)N1C(CN(CC1)C1=NC=NC2=CC(=C(C=C12)Cl)C1=C(C=CC=C1)F)CC#N